C(#N)C1=NC=C(C(=C1)C1=CC=2N(C=C1)N=C(C2)NC(=O)C2CC2)O[C@H]2CNCCOC2 N-[5-[2-cyano-5-[[(6S)-1,4-oxazepan-6-yl]oxy]-4-pyridyl]pyrazolo[1,5-a]pyridin-2-yl]cyclopropanecarboxamide